N-[1-(6-methylpyridazin-3-yl)ethyl]-6-(5-methylpyrimidin-2-yl)-8-tetrahydropyran-4-yloxy-quinazolin-4-amine CC1=CC=C(N=N1)C(C)NC1=NC=NC2=C(C=C(C=C12)C1=NC=C(C=N1)C)OC1CCOCC1